OC=1C(=CC=2C(C3=CC=CC=C3C2C1)(C)C)B(O)O (3-hydroxy-9,9-dimethyl-9H-fluoren-2-yl)boronic acid